FC=1C(=C2C(=NC1NC1=NC(=CC(=C1)NC)C)OCCO2)C=2C[C@@H](CNCC2)O |r| rac-(3S)-5-[7-fluoro-6-[[6-methyl-4-(methylamino)-2-pyridyl]amino]-2,3-dihydro-[1,4]dioxino[2,3-b]pyridin-8-yl]-2,3,4,7-tetrahydro-1H-azepin-3-ol